COC(C1=C(C(=C(C=C1)Br)F)I)=O.N1(CCCCC1)C(=O)[C@@H]1CC[C@H](CC1)C(=O)NN Trans-4-(piperidin-1-ylcarbonyl)cyclohexanecarboxhydrazide methyl-4-bromo-3-fluoro-2-iodo-benzoate